ClC=1C(=NC=C(C1)Cl)N1C(SC2=C1C=C(C=C2)O)=O (3,5-dichloropyridin-2-yl)-5-hydroxybenzothiazol-2(3H)-one